ClC1=NC(=CC=C1C#N)C(C)C 2-chloro-6-(prop-2-yl)pyridine-3-carbonitrile